rac-[2-(2,3-dihexadecyloxypropyloxysuccinyloxy)ethyl]-trimethylammonium C(CCCCCCCCCCCCCCC)O[C@@H](COC(CCC(=O)OCC[N+](C)(C)C)=O)COCCCCCCCCCCCCCCCC |r|